2-(2-(cyclopropanesulfonylamino)pyrimidin-4-yl)-N-(4-(6-methoxypyrazin-2-yl)phenyl)butanamide C1(CC1)S(=O)(=O)NC1=NC=CC(=N1)C(C(=O)NC1=CC=C(C=C1)C1=NC(=CN=C1)OC)CC